6-(4-formyl-1H-1,2,3-triazol-1-yl)-4-methylpyridine-3-carbonitrile C(=O)C=1N=NN(C1)C1=CC(=C(C=N1)C#N)C